C1(=CC=CC=C1)C1([C@@H]2N(B(O1)C)CCC2)C2=CC=CC=C2 (R)-5,5-diphenyl-2-methyl-3,4-propano-1,3,2-oxazaborolidine